rac-trans-1-benzyl-3-hydroxy-4-methylpiperidine-4-carbonitrile C(C1=CC=CC=C1)N1C[C@H]([C@@](CC1)(C#N)C)O |r|